N1C(CNCC1)C(=O)OC methyl piperazine-2-carboxylate